C1(=CC=CC=2OC3=C(C21)C=CC=C3)C3=C2C=CC=C(C2=CC=C3)B3OC(C(O3)(C)C)(C)C 2-(5-(dibenzo[b,d]furan-1-yl)naphthalen-1-yl)-4,4,5,5-tetramethyl-1,3,2-dioxaborolan